FC1=NC(=C(C(=C1F)C#N)F)F 2,3,5,6-tetrafluoropyridine-4-carbonitrile